6-(2-(4-Methoxyphenyl)-5,6-dihydro-4H-pyrrolo[1,2-b]pyrazol-3-yl)-1H-indazole COC1=CC=C(C=C1)C=1C(=C2N(N1)CCC2)C2=CC=C1C=NNC1=C2